CN1C=2C=CC3=C(N=C(C=4C=NC(=C5C=NC(NC6=CC=CC(OCCOCC1=O)=N6)=CC45)NC)O3)C2 9-methyl-26-(methylamino)-12,15,33-trioxa-3,9,21,23,27,31-hexazahexacyclo[20.6.2.12,5.14,8.116,20.025,29]tritriaconta-1(29),2,4,6,8(32),16(31),17,19,22(30),23,25,27-dodecaen-10-one